(R)-3-(3-fluoro-4-(6-(2-vinyl-2H-tetrazol-5-yl)pyridin-3-yl)phenyl)-5-(hydroxyfluoromethyl)oxazolidin-2-one phosphate P(=O)(O)(O)O.FC=1C=C(C=CC1C=1C=NC(=CC1)C=1N=NN(N1)C=C)N1C(O[C@H](C1)C(F)O)=O